ClC1=C(C=C(C=C1)NC(=O)NC1=CC(=CC=C1)C(=O)C=1C=C2N=C(C=NC2=CC1)C=1C=NN(C1)C)C(F)(F)F 1-(4-chloro-3-(trifluoromethyl)phenyl)-3-(3-(3-(1-methyl-1H-pyrazol-4-yl)quinoxaline-6-carbonyl)phenyl)urea